NC1=C(C=CC=C1)NS(=O)(=O)CS(=O)(=O)NC1=C(C=CC=C1)N N,N'-bis(2-aminophenyl)methanedisulfonamide